BrC1=CN(C2=CN=CC(=C21)F)S(=O)(=O)C2=CC=C(C)C=C2 3-bromo-4-fluoro-1-(p-toluenesulfonyl)pyrrolo[2,3-c]pyridine